The molecule is a member of the class of chromenes that is 2H-1-benzopyran substituted by methyl groups at positions 2 and 2, an ethyl group at position 4, a hydroxy group at position 7, a 1-pyrrolidinylmethyl group at position 6 and a 4-methoxyphenyl group at position 3 respectively. It is a member of chromenes, a monomethoxybenzene, a member of phenols and a member of pyrrolidines. CCC1=C(C(OC2=C1C=C(C(=C2)O)CN3CCCC3)(C)C)C4=CC=C(C=C4)OC